OCCN1N=C(C=C1)[S@@](=O)(N)=NC(NC1=C2C(=NC3=C1CCC3)C3(CC2)CC3)=O |o1:8| (R) or (S)-1-(2-hydroxyethyl)-N'-((1',5',6',7'-tetrahydro-2'H-spiro[cyclopropane-1,3'-dicyclopenta[b,e]pyridin]-8'-yl)carbamoyl)-1H-pyrazole-3-sulfonimidamide